C[Si](CCOCN1N=C(C=C1)C[O-])(C)C (1-((2-(trimethylsilyl)ethoxy)methyl)-1H-pyrazol-3-yl)methanolAt